2,4-dichloro-8-fluoro-7-(3-methoxy-1-naphthyl)pyrido[4,3-d]Pyrimidine ClC=1N=C(C2=C(N1)C(=C(N=C2)C2=CC(=CC1=CC=CC=C21)OC)F)Cl